tert-Butyl (2s)-2-((4-methyl-3-((1-(7-(5-(1-(pyrrolidin-1-yl)ethyl)thiophen-2-yl)quinolin-5-yl)cyclopropyl) carbamoyl)phenoxy)methyl)azetidine-1-carboxylate CC1=C(C=C(OC[C@H]2N(CC2)C(=O)OC(C)(C)C)C=C1)C(NC1(CC1)C1=C2C=CC=NC2=CC(=C1)C=1SC(=CC1)C(C)N1CCCC1)=O